C(C)(C)(C)OC(=O)N1CCN(CC1)CC1=CC(=C(C=C1)Br)OCCC1=CC=C(C=C1)C=1C=CC=C2C=CN=CC12.CON(C(CC=1C=NC=CC1)=O)C N-methoxy-N-methyl-2-(3-pyridyl)acetamide Tert-butyl-4-(4-bromo-3-(4-(isoquinolin-8-yl)phenethoxy)benzyl)piperazine-1-carboxylate